NC(CNC(=O)C=1C=C2C(=C(NC2=CC1)C1=NC(=CN=C1)C(NCC(C)(C)N)=O)C)(C)C N-(2-amino-2-methylpropyl)-2-(6-((2-amino-2-methylpropyl)carbamoyl)pyrazin-2-yl)-3-methyl-1H-indole-5-carboxamide